2-(5-fluoropyridin-3-yl)-N-[2-[3-(3-methoxyphenyl)-4-phenylmethoxyphenyl]ethyl]-8,8-dimethyl-7H-purino[8,9-b][1,3]oxazole-4-amine FC=1C=C(C=NC1)C=1N=C(C=2N=C3OCC(N3C2N1)(C)C)NCCC1=CC(=C(C=C1)OCC1=CC=CC=C1)C1=CC(=CC=C1)OC